P(=O)([O-])([O-])[O-].[Mn+2].[Fe+2] iron manganese phosphate salt